1-ethyl-6,8-difluoro-7-(3-methylpiperazin-1-yl)-3-cinnamoyl-quinolin-4(1H)-one C(C)N1C=C(C(C2=CC(=C(C(=C12)F)N1CC(NCC1)C)F)=O)C(C=CC1=CC=CC=C1)=O